FC=1C=C2N=CC(=NC2=CC1F)C=CC=1OC(=CC1)[N+](=O)[O-] 6,7-difluoro-2-(2-(5-nitrofuran-2-yl)vinyl)quinoxaline